1-(Prop-2-yn-1-yl)piperidin-4-ol C(C#C)N1CCC(CC1)O